CC(C)N(C(=O)NC(C(=O)O)CCN(CCCCC1=NC=2NCCCC2C=C1)[C@H](COCC)C)C(C)C 2-[bis(1-methylethyl)carbamoylamino]-4-[[(1S)-2-ethoxy-1-methyl-ethyl]-[4-(5,6,7,8-tetrahydro-1,8-naphthyridin-2-yl)butyl]amino]butanoic acid